2,3,4,5-tetrahydro-1H-benzo[c]azepine-7-carbonitrile C1NCCCC2=C1C=CC(=C2)C#N